2-(bicyclo[4.2.0]octan-1(6),2,4-trien-3-yl)-4,4,5,5-tetramethyl-1,3,2-dioxaborole C1=2C=C(C=CC2CC1)B1OC(C(O1)(C)C)(C)C